tert-butyl (1R,5S)-3-(7-bromo-8-fluoro-2-((tetrahydro-2H-pyran-4-yl)methoxy)-6-(trifluoromethyl)quinazolin-4-yl)-3,8-diazabicyclo[3.2.1]octane-8-carboxylate BrC1=C(C=C2C(=NC(=NC2=C1F)OCC1CCOCC1)N1C[C@H]2CC[C@@H](C1)N2C(=O)OC(C)(C)C)C(F)(F)F